N-methyl-N-((1S)-2,2,2-trifluoro-1-(5-((4-fluoro-2,3-dihydro-1H-inden-2-yl)amino)pyridin-2-yl)ethyl)tetrahydro-2H-thiopyran-4-carboxamide 1,1-dioxide CN(C(=O)C1CCS(CC1)(=O)=O)[C@H](C(F)(F)F)C1=NC=C(C=C1)NC1CC2=CC=CC(=C2C1)F